C(C1=CC=CC=C1)OC(=O)NC1=C(C(=O)O)C=C(C=C1)C1=CC2=C(N(CC(N(S2(=O)=O)C)C2CCCCC2)C2=CC=CC=C2)C=C1F 2-(((benzyloxy)carbonyl)amino)-5-(3-cyclohexyl-7-fluoro-2-methyl-1,1-dioxido-5-phenyl-2,3,4,5-tetrahydrobenzo[f][1,2,5]thiadiazepin-8-yl)benzoic acid